C(C1=CC=CC=C1)NC(N(C1=CC=C(C=C1)C=1C=NN(C1)C)[C@@H]1CC[C@H](CC1)NC1=NC=C(C(=N1)N1N=CC=C1)C#N)=O 3-benzyl-1-(trans-4-((5-cyano-4-(1H-pyrazol-1-yl)pyrimidin-2-yl)amino)cyclohexyl)-1-(4-(1-methyl-1H-pyrazol-4-yl)phenyl)urea